1,3-diaminopropane-carbamate NC(CCN)NC(=O)[O-]